FC(C)(F)C1=NC=CC(=N1)NC1=CC(=NC=C1C1=NC(=NC(=C1)OC)OC)NC(C)=O N-(4-((2-(1,1-difluoroethyl)pyrimidin-4-yl)amino)-5-(2,6-dimethoxypyrimidin-4-yl)pyridin-2-yl)acetamide